ClC1=NN2C(C(=N1)NCC1=CC=C(C=C1)C=1N(C=C(N1)C(F)(F)F)C)=CC=C2 2-chloro-N-(4-(1-methyl-4-(trifluoromethyl)-1H-imidazol-2-yl)benzyl)pyrrolo[2,1-f][1,2,4]triazin-4-amine